FC1=C(C=C(OC2CC(C2)NCC2=C3C=CN=CC3=C(C=C2F)C(CO[Si](C(C)(C)C)(C)C)CCO[Si](C(C)(C)C)(C)C)C=C1)C(F)(F)F (1r,3r)-3-(4-fluoro-3-(trifluoromethyl)phenoxy)-N-((6-fluoro-8-(2,2,3,3,10,10,11,11-octamethyl-4,9-dioxa-3,10-disiladodecan-6-yl)isoquinolin-5-yl)methyl)cyclobutan-1-amine